COCC1=NN(C(=C1)C(=O)NC1=NNC(=C1)C1CC(CO1)N(C([O-])=O)[C@@]12C[C@@H](C1)C2)C cis-5-(3-(3-(methoxymethyl)-1-methyl-1H-pyrazole-5-carboxamido)-1H-pyrazol-5-yl)tetrahydrofuran-3-ylbicyclo[1.1.1]pentan-1-ylcarbamate